CC1=C(C(=CC=C1)C)C=1N=C2NS(C3=CC=CC(C(N4CCN(C[C@@H](OC(C1)=N2)C4)C(C(C)(C)C)=O)=O)=C3)(=O)=O (16R)-12-(2,6-Dimethylphenyl)-18-(2,2-dimethylpropanoyl)-15-oxa-8λ6-thia-1,9,11,18,22-pentaazatetracyclo[14.4.1.13,7.110,14]tricosa-3(23),4,6,10,12,14(22)-hexaene-2,8,8-trione